C[S@](=O)(=N)N1CCC2=CC=C(C=C12)C(=O)N ((S)-S-methylsulfonimidoyl)indoline-6-carboxamide